iso-nonyl alcohol C(CCCCCC(C)C)O